[Na+].[C@@H]1([C@H](O)[C@H](O)[C@@H](C(O)C(=O)[O-])O1)N1C=NC=2C(O)=NC=NC12 5'-inosinate sodium